2-((1R,6R)-3-methyl-6-(prop-1-en-2-yl)cyclohex-2-enyl)-5-nonylbenzene-1,3-diol CC1=C[C@H]([C@@H](CC1)C(=C)C)C1=C(C=C(C=C1O)CCCCCCCCC)O